6-NITRO-1H-BENZOIMIDAZOLE-2-CARBALDEHYDE [N+](=O)([O-])C=1C=CC2=C(NC(=N2)C=O)C1